C(C)(=O)C1=CN(C=C1)C1=NC(=C2C(=N1)N(N=C2)C2=CC(=CC=C2)F)NC(=O)C=2SC(=CC2)[N+](=O)[O-] N-(6-(3-acetyl-1H-pyrrol-1-yl)-1-(3-fluorophenyl)-1H-pyrazolo[3,4-d]pyrimidin-4-yl)-5-nitrothiophene-2-carboxamide